3-(pyridin-3-ylmethyl)-2-thioxo-1,2,3,7-tetrahydro-6H-purin-6-one N1=CC(=CC=C1)CN1C(NC(C=2NC=NC12)=O)=S